N-((trans)-4-(3,3-difluoropyrrolidin-1-yl)cyclohexyl)-6-(1H-imidazol-1-yl)-1,3-dihydrofuro[3,4-c]pyridine-4-carboxamide FC1(CN(CC1)[C@@H]1CC[C@H](CC1)NC(=O)C1=NC(=CC2=C1COC2)N2C=NC=C2)F